4-Ethyl-2-((2-methylpyridin-3-yl)amino)benzonitrile C(C)C1=CC(=C(C#N)C=C1)NC=1C(=NC=CC1)C